The molecule is a 2-oxo monocarboxylic acid anion and a hydroxy monocarboxylic acid anion. It is a conjugate base of a 3-hydroxy-3-methyl-2-oxobutanoic acid. CC(C)(C(=O)C(=O)[O-])O